10,10-dimethoxy-3,7-dimethyldeca-1,6-diene COC(CCC(=CCCC(C=C)C)C)OC